5-(difluoromethyl)-1-{1-[2-hydroxy-5-(trifluoromethyl)phenyl]piperidin-3-yl}-1H-pyrazole-4-carboxylic acid ethyl ester C(C)OC(=O)C=1C=NN(C1C(F)F)C1CN(CCC1)C1=C(C=CC(=C1)C(F)(F)F)O